Methyl (R)-3-(3-(2-((6-(3-(2-ethoxyphenoxy)piperidin-1-yl)pyrazin-2-yl)amino)pyridin-4-yl)phenyl)propanoate C(C)OC1=C(O[C@H]2CN(CCC2)C2=CN=CC(=N2)NC2=NC=CC(=C2)C=2C=C(C=CC2)CCC(=O)OC)C=CC=C1